3-({[(1R)-6-[(3-cyanophenyl)(methyl)amino]-1,2,3,4-tetrahydronaphthalen-1-yl]methyl}amino)pyridine-4-carboxylic acid methyl ester COC(=O)C1=C(C=NC=C1)NC[C@@H]1CCCC2=CC(=CC=C12)N(C)C1=CC(=CC=C1)C#N